tert-butyl (S)-2-(6-chloro-2-((S)-3,3,3-trifluoro-2-hydroxy-2-methylpropanoyl)isoindolin-4-yl)pyrrolidine-1-carboxylate ClC1=CC(=C2CN(CC2=C1)C([C@](C(F)(F)F)(C)O)=O)[C@H]1N(CCC1)C(=O)OC(C)(C)C